N-[1-(azetidin-3-yl)pyrazol-4-yl]-6-[5-(6-methyl-2-pyridyl)-1H-imidazol-4-yl]quinolin-3-amine N1CC(C1)N1N=CC(=C1)NC=1C=NC2=CC=C(C=C2C1)C=1N=CNC1C1=NC(=CC=C1)C